ClC=1C(=CC2=C(N(C=N2)[C@@H]2C(C2)(F)F)C1)I (S)-6-chloro-1-(2,2-difluorocyclopropyl)-5-iodo-1H-benzo[d]imidazole